4-{[9-chloro-7-(5-fluoroindol-1-yl)-3,5-dihydro-2H-1,4-benzoxazepin-4-yl]methyl}pyrimidin-2-amine ClC1=CC(=CC=2CN(CCOC21)CC2=NC(=NC=C2)N)N2C=CC1=CC(=CC=C21)F